C(\C=C\C(=O)OC)(=O)OCCOC(=O)OCC ethoxycarbonyloxyethyl methyl (2E)-but-2-ene-1,4-dioate